3-hydroxy-4-methoxybenzyl salicylate C(C=1C(O)=CC=CC1)(=O)OCC1=CC(=C(C=C1)OC)O